1,4-bis(9-acridinyl)butane C1=CC=CC2=NC3=CC=CC=C3C(=C12)CCCCC=1C2=CC=CC=C2N=C2C=CC=CC12